FC=1C=C(COC2=C(C=CC=C2)[C@@H]2NOCC2)C=CC1 (R)-3-(2-((3-fluorobenzyl)oxy)phenyl)isoxazolidine